NC1=CC(=C(OC=2C=C3CCN(CC3=CC2)CC2=C(C=CC(=C2)F)C)C(=C1)Cl)Cl 6-(4-Amino-2,6-dichlorophenoxy)-2-(5-fluoro-2-methylbenzyl)-3,4-dihydroisoquinoline